tert-Butyl 4-((3-amino-5-methylpyridin-2-yl)amino)piperidine-1-carboxylate NC=1C(=NC=C(C1)C)NC1CCN(CC1)C(=O)OC(C)(C)C